FC=1C(C(=CC(C1)=O)F)=O 2,6-difluoro-1,4-benzoquinone